((8R,9R,10S,Z)-9-(4-bromophenyl)-6-((4-nitrophenyl)sulfonyl)-1,6-diazabicyclo[6.2.0]dec-3-en-10-yl)methanol BrC1=CC=C(C=C1)[C@@H]1[C@@H]2CN(C\C=C/CN2[C@@H]1CO)S(=O)(=O)C1=CC=C(C=C1)[N+](=O)[O-]